6,6-didecyl-6H-fluoreno[3,4-c][1,2,5]thiadiazole C(CCCCCCCCC)C1(C=2C=CC=CC2C2=C1C=CC1=NSN=C12)CCCCCCCCCC